1-O-acetyl-2,3,5-trioxobenzoyl-β-L-ribofuranose C(C)(=O)O[C@@]1([C@@H](O)[C@@H](O)[C@@H](O1)CO)C(C=1C(C(CC(C1)=O)=O)=O)=O